1-(1Z,9Z-octadecadienyl)-2-(15Z-tetracosenoyl)-sn-glycero-3-phosphocholine CCCCCCCC/C=C\CCCCCCCCCCCCCC(=O)O[C@H](CO/C=C\CCCCCC/C=C\CCCCCCCC)COP(=O)([O-])OCC[N+](C)(C)C